5-(diazanylcarbonyl)-6-[2-(4-fluorophenyl)ethyl]-4-[5-({[(1R)-2,3-dihydro-1H-indenyl]amino}carbonyl)thiophen-2-yl]-2-(2-methylpropyl)pyridine-3-carboxamide N(N)C(=O)C=1C(=C(C(=NC1CCC1=CC=C(C=C1)F)CC(C)C)C(=O)N)C=1SC(=CC1)C(=O)N[C@@H]1CCC2=CC=CC=C12